2-phenylpyrazol-3-amine C1(=CC=CC=C1)N1N=CC=C1N